FC(C(CNC1=C(C(=CC=C1)OC1=NC=CC=C1C1=NC(=NC=C1)N[C@@H]1CNCCC1)F)O)(F)F 1,1,1-trifluoro-3-((2-fluoro-3-((3-(2-(((S)-piperidin-3-yl)amino)pyrimidin-4-yl)pyridin-2-yl)oxy)phenyl)amino)propan-2-ol